C1(C(S)CC(=O)O1)=O thiomalic acid anhydride